2-(2-(Difluoromethyl)-5-methoxypyridin-4-yl)-4-(5-methyl-1,3,4-oxadiazol-2-yl)benzoic acid FC(C1=NC=C(C(=C1)C1=C(C(=O)O)C=CC(=C1)C=1OC(=NN1)C)OC)F